CSC1=C(N=CC2=CC=CC=C12)OB(O)O (4-(methylthio)isoquinolin-3-yl)boric acid